Cl.CN1S(C2=C(C(C3=C1C=CC=C3)NCCCCCCC(=O)O)C=CC=C2)(=O)=O 7-((6-Methyl-5,5-dioxido-6,11-dihydrodibenzo[c,f][1,2]thiazepin-11-yl)amino)heptanoic acid hydrochloride salt